CO[Si](O[Si](OC)(OC)CCCN([Si](C)(C)C)C1=CC=CC=C1)(OC)CCCN([Si](C)(C)C)C1=CC=CC=C1 N,N'-((1,1,3,3-tetramethoxydisiloxane-1,3-diyl)bis(propane-3,1-diyl))bis(1,1,1-trimethyl-N-phenylsilaneamine)